2-[(1R,3S,5S)-3-[[5-cyclopropyl-3-(2,6-dichlorophenyl)-1,2-oxazol-4-yl]carbonyloxy]-8-azabicyclo[3.2.1]octan-8-yl]-4-(cyclopropyl)-1,3-benzothiazole-6-carboxylic acid C1(CC1)C1=C(C(=NO1)C1=C(C=CC=C1Cl)Cl)C(=O)OC1C[C@H]2CC[C@@H](C1)N2C=2SC1=C(N2)C(=CC(=C1)C(=O)O)C1CC1